C(C=C)NS(=NS(=O)(=O)C1=CC=C(C=C1)[N+](=O)[O-])(=NC(C)(CC(C)(C)C)C)C1=CC=C(C=C1)F N-((Allylamino)(4-fluorophenyl)((2,4,4-trimethylpentan-2-yl)imino)-λ6-sulfaneylidene)-4-nitrobenzenesulfonamide